CC1=C(C=NC=C1)C=1N=C(SC1)C1=NC=C(C=N1)C(=O)N [4-(4-methyl-3-pyridyl)thiazol-2-yl]pyrimidine-5-carboxamide